NCCC=C(C(=O)N)C 2-aminoethyl-methacrylamide